COC1=C(C=CC(=C1)OC)NC1=NC(=NC=C1C(CC(=O)[O-])=O)SC 3-(4-((2,4-dimethoxyphenyl)amino)-2-(methylthio)pyrimidin-5-yl)-3-oxopropanoate